C1(=CC=CC=C1)C1=NC=CC=C1 Phenylpyridin